3-methoxybenzylamine hydrobromide Br.COC=1C=C(CN)C=CC1